ClC1=C(C=C(C=C1)F)C1NC(C2=CC(=CC(=C12)NC(C1=CC(=CC(=C1)C(F)(F)F)F)=O)N1C(C=2C=CC=NC2C=C1)=O)=O N-[3-(2-Chloro-5-fluorophenyl)-1-oxo-6-(5-oxo-5,6-dihydro-1,6-naphthyridin-6-yl)-2,3-dihydro-1H-isoindol-4-yl]-3-fluoro-5-(trifluoromethyl)benzamide